C(C)(=O)C1=C(C2=C(N=C(N=C2)NC2=NC(=C(C=C2)N2CCNCC2)C)N(C1=O)C1CCCC1)C 6-acetyl-8-cyclopentyl-5-methyl-2-(6-methyl-5-piperazin-1-yl-pyridin-2-ylamino)-8H-pyrido[2,3-d]Pyrimidin-7-one